C[NH+]1CCC2=CC3=C(C4=C2[C@@H]1CC5=C4C(=C(C=C5)OC)O)OCO3 The molecule is an organic cation that is the conjugate acid of bulbocapnine, obtained by protonation of the tertiary amino group; major species at pH 7.3. It is an ammonium ion derivative and an organic cation. It is a conjugate acid of a bulbocapnine.